4-[1-(4-chlorophenyl)-1H-pyrazol-3-yl]piperidine ClC1=CC=C(C=C1)N1N=C(C=C1)C1CCNCC1